BrC=1C=CC(=C(C1)SC1CCOCC1)OC 4-((5-bromo-2-methoxyphenyl)thio)tetrahydro-2H-pyran